C(C)(=O)N1[C@H]([C@@H]([C@H](C2=CC(=CC=C12)C(=O)NC1CCS(CC1)(=O)=O)NC1=NC(=CC=C1)C)C)CC |r| rac-(2S,3R,4R)-1-acetyl-N-(1,1-dioxidotetrahydro-2H-thiopyran-4-yl)-2-ethyl-3-methyl-4-((6-methylpyridin-2-yl)amino)-1,2,3,4-tetrahydroquinoline-6-carboxamide